5-bromo-4-chlorothieno[2,3-d]pyrimidine BrC1=CSC=2N=CN=C(C21)Cl